1,5,6-tri-O-acetyl-(2-deuterio)-2,3,4-tri-O-methyl-glucitol C(C)(=O)OC[C@](OC)([C@@H](OC)[C@H](OC)[C@H](OC(C)=O)COC(C)=O)[2H]